C(C)(=O)C(C(=O)OCCCC)C(O)(C(=O)OCCCCCC)CC(=O)OCCCC di(n-butyl) (hexyl) acetylcitrate